(3,3-difluorocyclobutyl)(5-(2-methyl-2H-pyrazolo[3,4-b]pyridin-5-yl)[1,3]thiazolo[5,4-b]pyridin-2-yl)methanol FC1(CC(C1)C(O)C=1SC2=NC(=CC=C2N1)C1=CC=2C(N=C1)=NN(C2)C)F